C(C)(C)[C@H](C(=O)[O-])C(C(=O)[O-])=O (2S)-2-isopropyl-3-oxosuccinate